2-(5-(2,6-dimethoxyphenyl)-1-(4-((3-(dimethylamino)propyl)amino)-2-isopropylphenyl)-1H-pyrazole-3-carboxamido)adamantane-2-carboxylic acid COC1=C(C(=CC=C1)OC)C1=CC(=NN1C1=C(C=C(C=C1)NCCCN(C)C)C(C)C)C(=O)NC1(C2CC3CC(CC1C3)C2)C(=O)O